Ethyl 4-(N-(3-(1-((1s,3s)-adamantan-1-ylmethyl)-5-methyl-1H-pyrazol-4-yl)-6-(methyl(5-methyl-6-(thiazolo[5,4-b]pyridin-2-ylamino)pyridazin-3-yl)amino)picolinoyl)sulfamoyl)butanoate C12(CC3CC(CC(C1)C3)C2)CN2N=CC(=C2C)C=2C(=NC(=CC2)N(C=2N=NC(=C(C2)C)NC=2SC3=NC=CC=C3N2)C)C(=O)NS(=O)(=O)CCCC(=O)OCC